3-methyl-5-(N-(2-(4-methanesulfonylpiperazin-1-yl)phenyl)-N-phenethylsulfamoyl)benzofuran-2-carboxylic acid ethyl ester C(C)OC(=O)C=1OC2=C(C1C)C=C(C=C2)S(N(CCC2=CC=CC=C2)C2=C(C=CC=C2)N2CCN(CC2)S(=O)(=O)C)(=O)=O